BrC1=CC(=NC=C1)NC(=O)C1CC(C1)N1CCN(C2(CC2)C1)C N-(4-bromopyridin-2-yl)-3-{4-methyl-4,7-diazaspiro[2.5]oct-7-yl}cyclobutane-1-carboxamide